ClC=1C=C(C(=NC1)NC(C1=CC(=CC=C1)C(F)(F)F)=O)C(=O)N[C@H](C(C(=O)NC)=O)C[C@H]1C(N[C@@H](C1)C(F)(F)F)=O 5-chloro-N-[(1S)-3-(methylamino)-2,3-dioxo-1-[[(3R,5S)-2-oxo-5-(trifluoromethyl)pyrrolidin-3-yl]methyl]propyl]-2-[[3-(trifluoromethyl)benzoyl]amino]pyridine-3-carboxamide